(4-phenyl-2H-1,2,3-triazol-2-yl)methanone C1(=CC=CC=C1)C1=NN(N=C1)C=O